CC1=C(C=C(C=C1)NC(=O)C1=NC=CC(=C1)C(F)(F)F)C=1C=2N(C3=CC(=NC=C3C1)NC)CCN2 N-(4-methyl-3-(8-(methylamino)-1,2-dihydroimidazo[1,2-a][1,6]naphthyridin-4-yl)phenyl)-4-(trifluoromethyl)pyridineamide